O1COC2=C1C=CC(=C2)N2C(N(C(C1=CC=CC=C21)=O)C=2C=NC=CC2)=O 1-(benzo[d][1,3]dioxol-5-yl)-3-(pyridin-3-yl)quinazolin-2,4(1H,3H)-dione